FC(C(=O)[O-])=C.[Na+] sodium 2-fluoroacrylate